[1,2,4]triazolo[1,5-a]pyrazine-6-carboxylic acid ethyl ester C(C)OC(=O)C=1N=CC=2N(C1)N=CN2